1-((((6-hydroxy-5'-methyl-4-pentyl-2'-(prop-1-en-2-yl)-1',2',3',4'-tetrahydro-[1,1'-biphenyl]-2-yl)oxy)(propyl)phosphoryl)oxy)ethyl acetate C(C)(=O)OC(C)OP(=O)(CCC)OC1=C(C(=CC(=C1)CCCCC)O)C1C(CCC(=C1)C)C(=C)C